Methyl (1R,3R)-3-(benzyloxycarbonylamino)cyclohexanecarboxylate C(C1=CC=CC=C1)OC(=O)N[C@H]1C[C@@H](CCC1)C(=O)OC